9-(3-ethoxy-3-oxopropyl)-3-azaspiro[5.5]undecane-3-carboxylic acid tert-butyl ester C(C)(C)(C)OC(=O)N1CCC2(CC1)CCC(CC2)CCC(=O)OCC